Cl.Cl.ClC1=C(C2=C(N(C=N2)CC#C[C@H]2NCCC[C@@H]2O)C=C1)C (2R,3S)-2-(3-(5-chloro-4-methyl-1H-benzo[d]imidazol-1-yl)prop-1-yn-1-yl)piperidin-3-ol dihydrochloride